FC1=C(CNC2=CC=CC=3N=NN(C(C32)=O)C3C(NC(CC3)=O)=O)C=CC(=C1)CN1CC(C1)N1CCOCC1 3-(5-((2-fluoro-4-((3-morpholinoazetidin-1-yl)methyl)benzyl)amino)-4-oxobenzo[d][1,2,3]triazin-3(4H)-yl)piperidine-2,6-dione